CS(=O)C1=C(SC=C1)CC(CC1(CCOC2(CCCC2)C1)C1=NC=CC=C1)N ((3-(methylsulfinyl)thiophen-2-yl)methyl)-2-(9-(pyridin-2-yl)-6-oxaspiro[4.5]decan-9-yl)ethanamine